C(C1=CC=CC=C1)OCN1C(N(C=CC1=O)[C@@H](COS(=O)(=O)C1=CC=C(C=C1)C)O[C@@](CO[Si](C(C)C)(C(C)C)C(C)C)(COS(=O)(=O)C1=CC=C(C=C1)C)CO)=O 4-Methylbenzenesulfonic acid [(2R)-2-[3-(benzyloxymethyl)-2,4-dioxo-pyrimidin-1-yl]-2-[(1S)-1-(hydroxymethyl)-1-(p-tolylsulfonyloxymethyl)-2-triisopropylsilyloxy-ethoxy] ethyl] ester